C1=NC=C(C2=CC=CC=C12)C=1N(C2=CC=CC=C2C1)CCCCCF isoquinolin-4-yl-1-(5-fluoropentyl)-1H-indole